C(=C)C1SCCC1 Vinylthiolan